5-((2',3'-difluoro-3,6-dihydro-[4,4'-bipyridin]-1(2H)-yl)methyl)-2-(2,4-dioxotetrahydropyrimidin-1(2H)-yl)isoindoline-1,3-dione FC1=NC=CC(=C1F)C=1CCN(CC1)CC=1C=C2C(N(C(C2=CC1)=O)N1C(NC(CC1)=O)=O)=O